FC=1C=CC(=C(OC=2N=NC(=CC2C(=O)NC2=CC(=CC=C2)S(=O)(=O)C)C(F)(F)F)C1)C 3-(5-Fluoro-2-methylphenoxy)-N-(3-methanesulfonylphenyl)-6-(trifluoromethyl)pyridazine-4-carboxamide